N1-(Quinolin-4-yl)butane-1,4-diamine N1=CC=C(C2=CC=CC=C12)NCCCCN